tert-butyl 5-((tert-butoxycarbonyl) (5-cyanopyrazin-2-yl)amino)-3-((1S,3R)-3-(((3-methyltetrahydrofuran-3-yl)carbamoyl)oxy)cyclopentyl)-1H-pyrazole-1-carboxylate C(C)(C)(C)OC(=O)N(C1=CC(=NN1C(=O)OC(C)(C)C)[C@@H]1C[C@@H](CC1)OC(NC1(COCC1)C)=O)C1=NC=C(N=C1)C#N